S(N)(=O)(=O)C1=C(C=CC=C1C(=O)N)C1=CC=CC=C1 sulfamoyl-[1,1'-biphenyl]-3-carboxamide